C(C)(C)(C)OC(NCC1=CC(=NN1)C(N(C)C)=O)=O N-[[3-(dimethylcarbamoyl)-1H-pyrazol-5-yl]methyl]carbamic acid tert-butyl ester